CO[C@@H]1C[C@H](CC1)NC1=NC(=NN2C1=C(C(=C2)C2=NN(C=C2)C)C(=O)O)C=2N(C=CN2)C |r| rac-4-(((1S,3S)-3-methoxycyclopentyl)amino)-2-(1-methyl-1H-imidazol-2-yl)-6-(1-methyl-1H-pyrazol-3-yl)pyrrolo[2,1-f][1,2,4]triazine-5-carboxylic acid